CC1(CN(CC(N1)C=1C(=C2COC(C2=CC1)=O)C)CC1=CC(=NO1)C1=NC=C(C#N)C(=C1)C)C 6-(5-((3,3-dimethyl-5-(4-methyl-1-oxo-1,3-dihydroisobenzofuran-5-yl)piperazin-1-yl)methyl)isoxazol-3-yl)-4-methylnicotinonitrile